2-(6-(((R)-1-(3-(difluoromethyl)-2-fluorophenyl)ethyl)amino)-5-(1,3-dioxolan-2-yl)-2-methoxypyrimidin-4-yl)-2-fluoroacetic acid lithium salt [Li+].FC(C=1C(=C(C=CC1)[C@@H](C)NC1=C(C(=NC(=N1)OC)C(C(=O)[O-])F)C1OCCO1)F)F